FC(OC=1C=C(C=C(C1)C)[C@H]1CC2(CN(C2)C(=O)C2CC(C2)(C)O)CC1)F |r| (rac)-(6-(3-(difluoromethoxy)-5-methylphenyl)-2-azaspiro[3.4]oct-2-yl)((1s,3s)-3-hydroxy-3-methylcyclobutyl)methanone